methyl 6-[4-[[2-(4-chlorophenyl)-4,4-dimethyl-cyclohexen-1-yl]methyl]piperazin-1-yl]-2-(1H-pyrrolo[2,3-b]pyridin-5-yloxy)pyridine-3-carboxylate ClC1=CC=C(C=C1)C1=C(CCC(C1)(C)C)CN1CCN(CC1)C1=CC=C(C(=N1)OC=1C=C2C(=NC1)NC=C2)C(=O)OC